difluoroacetamidoxime FC(C(N)=NO)F